N-cyclopropyl-3-(1-imidazo[1,2-a]pyridin-3-yl-1H-pyrazol-4-yl)-4-methyl-benzamide C1(CC1)NC(C1=CC(=C(C=C1)C)C=1C=NN(C1)C1=CN=C2N1C=CC=C2)=O